FC=1C=C(C(=O)NC2COC2)C=CC1 3-fluoro-N-(oxetan-3-yl)benzamide